dibutyl-tetrabutylammonium tert-butyl-4-(methoxymethylene)piperidine-1-carboxylate C(C)(C)(C)OC(=O)N1CCC(CC1)=COC.C(CCC)C(CCC)([N+](CCCC)(CCCC)CCCC)CCCC